FC1(CCC2=C1N=C(N=C2N2CCN(CC2)CC(=O)N2CCOCC2)N2[C@H](CC2)C)F (S)-2-(4-(7,7-difluoro-2-(2-methylazetidin-1-yl)-6,7-dihydro-5H-cyclopenta[d]pyrimidine-4-yl)piperazin-1-yl)-1-morpholinoethane-1-one